1,5-Anhydro-sorbitol C1[C@H](O)[C@@H](O)[C@H](O)[C@H](O1)CO